O/N=C(\C1=CC=C(C=C1)[N+](=O)[O-])/NC1=CC=CC=C1 (E)-N'-hydroxy-4-nitro-N-phenylbenzimidamide